S1C(=CC=C1)C=CCN (2-thienyl)allylamine